methyl 4-benzyl-1,2,4-triazole-3-carboxylate C(C1=CC=CC=C1)N1C(=NN=C1)C(=O)OC